CN(C)CC=1NC(=CC1)C1=CC=CC=C1 N,N-dimethyl-1-(5-phenyl-1H-pyrrol-2-yl)methylamine